ethyl (6-hydroxy-3'-methyl-4-pentyl-[1,1'-biphenyl]-2-yl) phenylphosphonate C1(=CC=CC=C1)P(OCC)(OC1=C(C(=CC(=C1)CCCCC)O)C1=CC(=CC=C1)C)=O